N-(3-((4-Chlorophenyl)ethynyl)-1-methyl-1H-pyrrolo[2,3-b]pyridin-5-yl)acrylamide ClC1=CC=C(C=C1)C#CC1=CN(C2=NC=C(C=C21)NC(C=C)=O)C